The molecule is an organic cation that is the cationic portion of isavuconazonium sulfate (a prodrug for isavuconazole, an antifungal agent used for the treatment of invasive aspergillosis and invasive mucormycosis). It has a role as a prodrug, an ergosterol biosynthesis inhibitor, an EC 1.14.13.70 (sterol 14alpha-demethylase) inhibitor and an antifungal agent. C[C@@H](C1=NC(=CS1)C2=CC=C(C=C2)C#N)[C@](CN3C=[N+](C=N3)C(C)OC(=O)N(C)C4=C(C=CC=N4)COC(=O)CNC)(C5=C(C=CC(=C5)F)F)O